5-[(6-Aminopyridine-2-yl)methyl]-3,4-difluoro-2-(2-fluoro-4-iodoanilino)benzoin NC1=CC=CC(=N1)CC=1C(=C(C(=C(C1)C(=O)C(O)C1=CC=CC=C1)NC1=C(C=C(C=C1)I)F)F)F